C(=O)C=1C=C(C=CC1)S(=O)(=O)NC1=CC=C(C=C1)C=1SC=2N=CN=C(C2N1)N1CCOCC1 3-formyl-N-(4-(7-morpholinothiazolo[5,4-d]pyrimidin-2-yl)phenyl)benzenesulfonamide